3-cyano-N,N-dimethylbenzamide C(#N)C=1C=C(C(=O)N(C)C)C=CC1